CC(C)C1CCCC1 (1-methylethyl)-cyclopentane